C1(=CC=CC=C1)C1=NC(=NC(=N1)C1=CC=CC=C1)C1=CC=C(C=C1)C1=CC=2C3(C4=CC=CC=C4C2C=C1)CCCC3 2,4-diphenyl-6-(4-(spiro[cyclopentane-1,9'-fluoren]-2'-yl)phenyl)-1,3,5-triazine